ethyl 4-(2,6-dichloro-4-(2,4-difluorophenyl) pyridin-3-yl)-3-methyl-2-oxobutanoate ClC1=NC(=CC(=C1CC(C(C(=O)OCC)=O)C)C1=C(C=C(C=C1)F)F)Cl